FC1(CCN(CC1)C1=NC(=CC(=N1)C=1NC(=NN1)C1=C(C=C(C=C1)I)N1CCC2(CC2)CC1)C)F 6-(2-(5-(2-(4,4-difluoropiperidin-1-yl)-6-methylpyrimidin-4-yl)-4H-1,2,4-triazol-3-yl)-5-iodophenyl)-6-azaspiro[2.5]octane